(R)-2-(tert-butylamino)-1-(2,3-difluorophenyl)-1-ethanol C(C)(C)(C)NC[C@H](O)C1=C(C(=CC=C1)F)F